6-((1H-pyrazol-3-yl)methoxy)-N-(6-chloropyridin-3-yl)isoquinolin-1-amine N1N=C(C=C1)COC=1C=C2C=CN=C(C2=CC1)NC=1C=NC(=CC1)Cl